C(C)(C)(C)OC(NN1[C@H]2CN[C@@H](C1)C2)=O (1R,4R)-2,5-diazabicyclo[2.2.1]Heptane-2-carbamic acid tert-butyl ester